di-anisidine diisocyanate [N-]=C=O.[N-]=C=O.COC1=CC=C(C=C1)N.COC1=CC=C(C=C1)N